CN(C1=CC=C(CC2=C(C=C)C=CC=C2)C=C1)C 2-(p-dimethylaminobenzyl)styrene